N(=[N+]=[N-])C\C=C(/CON1C(C2=CC=CC=C2C1=O)=O)\C1=CC=CC=C1 (Z)-2-((4-azido-2-phenylbut-2-en-1-yl)oxy)isoindoline-1,3-dione